(2S)-2-((3S)-2-hydroxy-5-oxo-3-propyl-4-tosylpyrrolidin-1-yl)butanoic acid OC1N(C(C([C@H]1CCC)S(=O)(=O)C1=CC=C(C)C=C1)=O)[C@H](C(=O)O)CC